2-((2S,4R)-4-methyl-2-phenylpiperidin-1-yl)-N-((S,Z)-4-(methylsulfonyl)but-3-en-2-yl)acetamide (2R,3S,4S,5R,6R)-6-((benzoyloxy)methyl)tetrahydro-2H-pyran-2,3,4,5-tetrayl-tetrabenzoate C(C1=CC=CC=C1)(=O)OC[C@H]1[C@H]([C@H]([C@H]([C@@H](O1)C1=C(C(=O)O)C=CC=C1)C1=C(C(=O)O)C=CC=C1)C1=C(C(=O)O)C=CC=C1)C1=C(C(=O)O)C=CC=C1.C[C@H]1C[C@H](N(CC1)CC(=O)N[C@@H](C)\C=C/S(=O)(=O)C)C1=CC=CC=C1